The molecule is an 11beta-hydroxy steroid, a 17alpha-hydroxy steroid, a 20-oxo steroid, a 21-hydroxy steroid, a 3-oxo-Delta(1),Delta(4)-steroid, a primary alpha-hydroxy ketone and a tertiary alpha-hydroxy ketone. It derives from a prednisolone. CC1C[C@H]2[C@@H]3CC[C@@]([C@]3(C[C@@H]([C@@H]2[C@@]4(C1=CC(=O)C=C4)C)O)C)(C(=O)CO)O